CS(=O)(=O)C1CNCCC1 3-methane-sulfonyl-piperidine